FC=1C=C(C#N)C=C(C1)OC1=C2C[C@@H]([C@@H](C2=C(C=C1)SC(F)(F)F)O)F 3-fluoro-5-[(1R,2S)-2-fluoro-1-hydroxy-7-(trifluoromethylsulfanyl)indan-4-yl]oxy-benzonitrile